FC1=C(C=CC(=C1)F)C1=CC(=CN1S(=O)(=O)C1=CC=C(C)C=C1)C=O 5-(2,4-difluorophenyl)-1-tosyl-1H-pyrrole-3-carbaldehyde